NC1=C(C(=C(C(=C1C(N)=O)F)CCCNC(OC(C)(C)C)=O)C1=NC(=CC(=C1C(F)(F)F)C)N(CC1=CC=C(C=C1)OC)CC1=CC=C(C=C1)OC)F tert-Butyl (3-(4-amino-2-(6-(bis(4-methoxybenzyl)amino)-4-methyl-3-(trifluoromethyl)pyridin-2-yl)-5-carbamoyl-3,6-difluorophenyl)propyl)carbamate